COC1=C(NCC#CC=2N=C3N(C=CC=C3[C@H]3NC4(C3)CN(C4)C)C2CC(F)(F)F)C=CC(=C1)S(=O)(=O)C (S)-2-methoxy-N-(3-(8-(6-methyl-1,6-diazaspiro[3.3]heptan-2-yl)-3-(2,2,2-trifluoroethyl)imidazo[1,2-a]pyridin-2-yl)prop-2-yn-1-yl)-4-(methylsulfonyl)aniline